ethyl 5-(benzyloxy)benzofuran-3-carboxylate C(C1=CC=CC=C1)OC=1C=CC2=C(C(=CO2)C(=O)OCC)C1